N-[1-(4-cyanophenyl)-5-oxopyrrolidin-3-yl]-2-(2-methylphenyl)acetamide C(#N)C1=CC=C(C=C1)N1CC(CC1=O)NC(CC1=C(C=CC=C1)C)=O